7-(2-(1H-indol-3-yl)ethoxy)-5-(1-methyl-1H-pyrazol-4-yl)thiazolo[5,4-d]pyrimidine N1C=C(C2=CC=CC=C12)CCOC=1C2=C(N=C(N1)C=1C=NN(C1)C)SC=N2